C(C1=CC=CC=C1)OC(CNCC(=O)N1C=C(C2=CC(=CC=C12)F)NC(=O)NC1=CC=C(C=C1)C(F)(F)F)=O (2-(5-Fluoro-3-(3-(4-(trifluoromethyl)phenyl)ureido)-1H-indol-1-yl)-2-oxoethyl)glycine benzyl ester